ClC1=C2C(C=3C(=NC=4C=CC=CC4N3)C2=CC=C1)=NNC(=S)N chloro-11H-indeno[1,2-b]quinoxalin-11-one thiosemicarbazone